rac-N-[(3R,4S)-1-ethyl-3-fluoropiperidin-4-yl]-2-{3-[(4-methanesulfonyl-2-methoxyphenyl)amino]prop-1-yn-1-yl}-1-(2,2,2-trifluoroethyl)-1H-indol-4-amine C(C)N1C[C@H]([C@H](CC1)NC=1C=2C=C(N(C2C=CC1)CC(F)(F)F)C#CCNC1=C(C=C(C=C1)S(=O)(=O)C)OC)F |r|